FC1(C2=CC=CC=C2C=2C=C(C=C(C12)C)C(=O)NCC(=O)O)F (9,9-difluoro-1-methyl-9H-fluorene-3-carbonyl)glycine